[1-[3-[[5-(4,4,5,5-tetramethyl-1,3,2-dioxaborolan-2-yl)furan-2-carbonyl]amino]-5-(trifluoromethyl)-2-pyridyl]-4-piperidyl] acetate C(C)(=O)OC1CCN(CC1)C1=NC=C(C=C1NC(=O)C=1OC(=CC1)B1OC(C(O1)(C)C)(C)C)C(F)(F)F